CC1=C(C(=C(C1([Hf]C1(C=CC2=CC=3CC(CC3C=C12)(CC)CC)CCCC)C)C)C)C pentamethylcyclopentadienyl(1-n-butyl-6,6-diethyl-1,5,6,7-tetrahydro-s-indacenyl)hafnium